C1(=CC=CC=2C3=CC=CC=C3NC12)C=1POC2=C(C1)C(=CC(=C2)C2=CC=CC=1C3=CC=CC=C3NC21)C2=CC=CC=C2 3,7-dicarbazolyl-5-phenyl-benzoxaphosphine